NC1=NC=2C=CC(=CC2C2=C1C(OC2)C)C(=O)N(CC2=NC=C(C=C2)C(F)(F)F)CC2CCOCC2 4-amino-3-methyl-N-((tetrahydro-2H-pyran-4-yl)methyl)-N-((5-(trifluoromethyl)pyridin-2-yl)methyl)-1,3-dihydrofuro[3,4-c]quinoline-8-carboxamide